C(C)(C)C1=C(NC2=CC=C(C=C12)C1CCN(CC1)C(CNC1(COC1)C)=O)C=1C=C(C=2N(C1)N=CN2)OC 1-(4-(3-isopropyl-2-(8-methoxy-[1,2,4]triazolo[1,5-a]pyridin-6-yl)-1H-indol-5-yl)piperidin-1-yl)-2-((3-methyloxetan-3-yl)amino)ethan-1-one